(3-oxa-8-azabicyclo[3.2.1]octan-8-yl)(6-(3-methyl-1H-pyrrolo[2,3-b]pyridin-5-yl)-8-((S)-pyrrolidin-2-yl)-3,4-dihydroisoquinolin-2(1H)-yl)methanone C12COCC(CC1)N2C(=O)N2CC1=C(C=C(C=C1CC2)C=2C=C1C(=NC2)NC=C1C)[C@H]1NCCC1